rac-ethyl (1S*,2S*)-2-(4-(fluoromethyl)pyrimidin-2-yl)cyclopropane-1-carboxylate FCC1=NC(=NC=C1)[C@@H]1[C@H](C1)C(=O)OCC |r|